FC=1C=CC=C2C(NN=C(C12)C1=CC2=C(NC(=N2)NC(OCCCl)=O)C=C1)=O 2-Chloroethyl (5-(8-fluoro-4-oxo-3,4-dihydrophthalazin-1-yl)-1H-benzimidazol-2-yl)carbamate